[F-].C(CCC)[NH+]1CC(CCC1)CC 1-Butyl-3-ethylpiperidinium fluorid